ClC=1C=C(C=CC1OC(F)(F)F)[C@@H](NC(=O)[C@H]1NC(NC1)=O)C1=NC=C(C=C1)OC(F)(F)F |&1:12| (S)-N-((R and S)-(3-chloro-4-(trifluoro-methoxy)phenyl)(5-(trifluoromethoxy)pyridin-2-yl)methyl)-2-oxoimidazolidine-4-carboxamide